ClC1=NC=2N(C(=C1C1=C(C=C(C=C1F)C#CCN(C)C)F)N[C@H](C)C(C)C)N=CN2 (R)-5-chloro-6-(4-(3-(dimethylamino)prop-1-yn-1-yl)-2,6-difluorophenyl)-N-(3-methylbutan-2-yl)-[1,2,4]Triazolo[1,5-a]Pyrimidin-7-amine